C(=O)O.ClC=1C=C(C(=C(C1)O)C1=C2C(=C(N=N1)N[C@H]1CN(CCC1)CCO)C=NC=C2)F 5-Chloro-3-fluoro-2-[4-[[(3R)-1-(2-hydroxyethyl)-3-piperidyl]amino]pyrido[3,4-d]-pyridazin-1-yl]phenol formic acid salt